O=C1NC(CCC1N1C(N(C2=C1C=CC(=C2)C2CCN(CC2)CC2CCN(CC2)C(=O)OC(C)(C)C)C)=O)=O tert-butyl 4-({4-[1-(2,6-dioxopiperidin-3-yl)-3-methyl-2-oxo-1,3-benzodiazol-5-yl]piperidin-1-yl}methyl)piperidine-1-carboxylate